C(C)OC(C(OC1=CC=C(C2=C1N=C(O2)N2CC1CCC(C2)N1C(=O)OC(C)(C)C)C1=NC=NS1)(F)F)=O tert-Butyl 3-(4-(2-ethoxy-1,1-difluoro-2-oxoethoxy)-7-(1,2,4-thiadiazol-5-yl)benzo[d]oxazol-2-yl)-3,8-diazabicyclo[3.2.1]octane-8-carboxylate